(S)-3-(4,4'-difluoro-2',5,6'-trimethyl-[1,1'-biphenyl]-3-yl)-3-((S)-2-(5-(2-(dimethylamino)ethyl)-2,3-dioxo-3,4-dihydropyrazin-1(2H)-yl)-4-methylpentanamido)propanoic acid FC1=C(C=C(C=C1C)C1=C(C=C(C=C1C)F)C)[C@H](CC(=O)O)NC([C@H](CC(C)C)N1C(C(NC(=C1)CCN(C)C)=O)=O)=O